(1R)-1-(4-chlorophenyl)-7-fluoro-5-[(1R)-1-hydroxy-1-(oxan-4-yl)propyl]-1-methoxy-3-oxo-2,3-dihydro-1H-isoindol ClC1=CC=C(C=C1)[C@@]1(NC(C2=CC(=CC(=C12)F)[C@@](CC)(C1CCOCC1)O)=O)OC